Cl.FC=1C=C(C=CC1OC)C1=CN=C2N1C=CN=C2NC2=CC(=C(C(=O)N1CCC(CC1)C(=O)NCCCCNC)C=C2)C 1-(4-((3-(3-fluoro-4-methoxy-phenyl)imidazo[1,2-a]pyrazin-8-yl)amino)-2-methylbenzoyl)-N-(4-(methylamino)butyl)piperidine-4-carboxamide hydrochloride